ClC1=NC=C(C(=N1)NCCCOC)C(=O)N 2-chloro-4-((3-methoxypropyl)amino)pyrimidin-5-carboxamide